((tert-Butoxycarbonyl)amino)cyclobutane-1-carboxylic acid ethyl ester C(C)OC(=O)C1(CCC1)NC(=O)OC(C)(C)C